(S)-N-(4-((2-(2-cyano-4,4-difluoropyrrolidin-1-yl)-2-oxoethyl)carbamoyl)quinolin-8-yl)-N4-(2-(2,5-dioxo-2,5-dihydro-1H-pyrrol-1-yl)ethyl)succinamide C(#N)[C@H]1N(CC(C1)(F)F)C(CNC(=O)C1=CC=NC2=C(C=CC=C12)NC(CCC(=O)NCCN1C(C=CC1=O)=O)=O)=O